3-HYDROXYPYRIDINE-4-CARBOXALDEHYDE OC=1C=NC=CC1C=O